ethyl (3-(4-(5-((5,5-dioxido-11-oxo-10,11-dihydrodibenzo[b,f][1,4]thiazepine-8-carboxamido)methyl)thiazol-2-yl)phenoxy)propyl)-L-prolinate O=S1(C2=C(NC(C3=C1C=CC=C3)=O)C=C(C=C2)C(=O)NCC2=CN=C(S2)C2=CC=C(OCCCN3[C@@H](CCC3)C(=O)OCC)C=C2)=O